C1(=CC=CC=C1)N1C(=NC(=C1)CCCCCCN1CCCCC1)C1=C(C(=O)N)C=CC=C1C1=CC=NC=C1 (1-phenyl-4-(6-(piperidin-1-yl)hexyl)-1H-imidazol-2-yl)-3-(pyridin-4-yl)benzamide